N1=CC(=CC=C1)N1N=C2C=CC(=CC2=C1)C(=O)NCC1OCCC1 2-(3-pyridinyl)-N-(tetrahydrofuran-2-ylmethyl)indazole-5-carboxamide